tert-butyl 3-[[2-(cyclopropylmethylamino)-5-[(1-methylcyclopropyl)sulfamoyl]benzoyl]amino]-3-methyl-azetidine-1-carboxylate C1(CC1)CNC1=C(C(=O)NC2(CN(C2)C(=O)OC(C)(C)C)C)C=C(C=C1)S(NC1(CC1)C)(=O)=O